FC1=C(C=CC=C1C[C@@H]1N(CC([C@@H]1NS(N(C)C)(=O)=O)(F)F)C(=O)[C@@H]1OCC1)C1=CC(=CC(=C1)C)F N'-{(2S,3R)-2-[(2,3'-difluoro-5'-methyl[1,1'-biphenyl]-3-yl)methyl]-4,4-difluoro-1-[(2R)-oxetane-2-carbonyl]pyrrolidin-3-yl}-N,N-dimethylsulfuric diamide